(S)-3-(3-methyl-3-(4-(5,6,7,8-tetrahydro-1,8-naphthyridin-2-yl)butyl)azetidin-1-yl)-3-(quinolin-3-yl)propionic acid CC1(CN(C1)[C@@H](CC(=O)O)C=1C=NC2=CC=CC=C2C1)CCCCC1=NC=2NCCCC2C=C1